N1(CCOCC1)C=1N=C(SC1)C1=C(C=C(C=C1)NC(C)=O)S(N)(=O)=O N-{4-[4-(morpholin-4-yl)-1,3-thiazol-2-yl]-3-sulfamoylphenyl}acetamide